(4,6-dimethoxy-5-methyl-2-pyridyl)boronic acid COC1=CC(=NC(=C1C)OC)B(O)O